2-(tert-butyl)-N-(4-(6-(1-methyl-1H-pyrazol-4-yl)pyrazolo[1,5-a]pyrazin-4-yl)benzyl)-2H-tetrazole-5-carboxamide C(C)(C)(C)N1N=C(N=N1)C(=O)NCC1=CC=C(C=C1)C=1C=2N(C=C(N1)C=1C=NN(C1)C)N=CC2